Cl.[C@@H]1([C@H](O)[C@H](O)[C@@H](CO)O1)N1C(=O)N=C(N)C=C1 cytidine HCl salt